CS=C([C@@H](N)CS)O S-Methyl-Thiocysteine